FC(C(=O)O)(F)F.N1(CCC1)CC1=C(CNC2=CC(=C(C(=C2)F)S(=O)(=O)NC2=NOC=C2)F)C(=CC=C1)F 4-((2-(azetidin-1-ylmethyl)-6-fluorobenzyl)amino)-2,6-difluoro-N-(isoxazol-3-yl)benzenesulfonamide 2,2,2-trifluoroacetate